(S)-3-fluoro-5-(1-(4-(5-fluoro-4-(1-methyl-1H-pyrazol-5-yl)pyrimidin-2-yl)piperazine-1-carbonyl)-4,5-dihydro-1H-pyrazol-5-yl)benzonitrile FC=1C=C(C#N)C=C(C1)[C@@H]1CC=NN1C(=O)N1CCN(CC1)C1=NC=C(C(=N1)C1=CC=NN1C)F